Methylamine lead bromide [Pb](Br)Br.CN